ClC1=C(C=CC=C1)CCO 2-(2-chlorophenyl)ethane-1-ol